1,4-bis(4-(6-(9,9-dimethyl-9H-fluoren-1-yl)pyridin-3-yl)phenyl)piperazine CC1(C2=CC=CC=C2C=2C=CC=C(C12)C1=CC=C(C=N1)C1=CC=C(C=C1)N1CCN(CC1)C1=CC=C(C=C1)C=1C=NC(=CC1)C1=CC=CC=2C3=CC=CC=C3C(C12)(C)C)C